CYCLOPROPAN C1CC1